O.O.Cl[Pt]Cl dichloroplatinum(II) dihydrate